The molecule is a polyprenol diphosphate compound having eleven prenyl units with undefined stereochemistry about the double bonds. It has a role as a Saccharomyces cerevisiae metabolite. It is a polyprenyl diphosphate and an undecaprenyl phosphate. CC(=CCC/C(=C/CC/C(=C/CC/C(=C/CC/C(=C/CC/C(=C/CC/C(=C/CC/C(=C/CC/C(=C/CC/C(=C/CC/C(=C/COP(=O)(O)OP(=O)(O)O)/C)/C)/C)/C)/C)/C)/C)/C)/C)/C)C